C=CC=CC Pentenen